BrC1=C2C(=CC(=CC2=CC=C1)O[Si](C(C)C)(C(C)C)C(C)C)C=1N=CC2=C(N=C(C(=C2C1F)C)C)N1CC2CCC(C1)N2 [5-bromo-4-[8-(3,8-diazabicyclo[3.2.1]octan-3-yl)-4-fluoro-5,6-dimethyl-2,7-naphthyridin-3-yl]-2-naphthyl]oxy-triisopropyl-silane